CC=1C(=C2C=CNC2=C(C1)C)CC1C(CN(CC1)C)C=1C=NN(C1)C 5,7-dimethyl-4-((1-methyl-3-(1-methyl-1H-pyrazol-4-yl)piperidin-4-yl)methyl)-1H-indole